FC(C1=C(C(=NN1)CN(C(=O)NC1=CC(=C(C=C1)F)C(F)F)C=1C=NC(=NC1)OC)C(C)(C)O)F ((5-(Difluoromethyl)-4-(2-hydroxy-prop-2-yl)-1H-pyrazol-3-yl)methyl)-3-(3-(difluoromethyl)-4-fluorophenyl)-1-(2-methoxypyrimidin-5-yl)urea